[Zn].[PH2](OC(CCC)CC)=O ethylbutyl phosphinate zinc